C(C(C)C)[C@H]1C(N(CCN1)[C@H](C(=O)N1CCC(CC1)C(=O)OCC)CC(C)C)=O Ethyl 1-{(S)-2-[(S)-3-isobutyl-2-oxo-1-piperazinyl]-4-methylvaleryl}-4-piperidinecarboxylate